C(C1=CC=CC=C1)(=O)OC[C@@]1(CN(C[C@@H](O1)N1C(N=C(C=C1)NC(C1=CC=CC=C1)=O)=O)C1CCCCC1)CO [(2R,6R)-6-(4-benzamido-2-oxo-pyrimidin-1-yl)-4-cyclohexyl-2-(hydroxymethyl)-morpholin-2-yl]methyl benzoate